ClC1=NSC(=C1C(=O)O)Cl 3,5-dichloroisothiazole-4-carboxylic acid